2-chloro-4,5-difluorobenzonitrile ClC1=C(C#N)C=C(C(=C1)F)F